ClC1=C(C=C(N=N1)N[C@H]1CN(CCC1)CCN1C[C@@H](CC1)O)C (3R)-1-{2-[(3R)-3-[(6-chloro-5-methylpyridazin-3-yl)amino]piperidin-1-yl]ethyl}pyrrolidin-3-ol